BrC=1C=C(CC2(CCN(CC2)C(=O)OC(C)(C)C)C(=O)O)C=CC1 4-(3-Bromobenzyl)-1-(tert-Butoxycarbonyl)piperidine-4-carboxylic acid